CS(=O)(=O)C=1N=CC2=C(N1)C(=NC=C2)C2=CC=CC=C2 2-(methylsulfonyl)-8-phenylpyrido[3,4-d]pyrimidine